ClC=1C(N(N=CC1NCC1COCCC1)C1CCN(CC1)C(C(C(C)(C)C)=O)C1=CC=C(C=C1)F)=O 4-chloro-2-[1-[1-(4-fluorophenyl)-3,3-dimethyl-2-oxo-butyl]-4-piperidyl]-5-(tetrahydropyran-3-ylmethylamino)pyridazin-3-one